O-4-methylcoumarinyl-N-[3-(triethoxysilyl)propyl]carbamate CCO[Si](CCCNC(=O)OC1=CC2=C(C=C1)C(=CC(=O)O2)C)(OCC)OCC